ClC1=C(C=C(C=C1)OCCOC)S(=O)(=O)N 2-chloro-5-(2-methoxyethoxy)benzene-1-sulfonamide